1-(2-methoxybenzyl)-2-(4-(trifluoromethyl)phenyl)-1H-imidazole COC1=C(CN2C(=NC=C2)C2=CC=C(C=C2)C(F)(F)F)C=CC=C1